CC1=CC=C(C=C1)S(=O)(=O)N[C@@H](CC(=O)OCC1=CC=CC=C1)C(=O)NC1=CC=C(C=C1)N1CCOCC1 (S)-benzyl 3-(4-methylphenylsulfonamido)-4-(4-morpholinophenylamino)-4-oxobutanoate